[5-diethoxyphosphoryl-2-(hydroxymethyl)phenyl] diethyl phosphate P(=O)(OC1=C(C=CC(=C1)P(=O)(OCC)OCC)CO)(OCC)OCC